OCCC1=CC=C(C=C1)C=1C=C2C(=NC=NN2C1)C1=CC(=C(C=C1)CNC(OC(C)(C)C)=O)C tert-butyl N-[[4-[6-[4-(2-hydroxyethyl)phenyl]pyrrolo[2,1-f][1,2,4]triazin-4-yl]-2-methyl-phenyl]methyl]carbamate